FC=1C=C2C(C(=CN(C2=C(C1F)OC)CCF)C(=O)OCC)=O ethyl 6,7-difluoro-1-(2-fluoroethyl)-8-methoxy-1,4-dihydro-4-oxoquinoline-3-carboxylate